C(C)(=O)N1CC[C@@H]2N(C([C@H](C1)NC([C@H](C)N(C)C(=O)OC(C)(C)C)=O)=O)[C@@H](CC2)C(=O)O (5S,8S,10aR)-3-acetyl-5-((S)-2-((tert-butoxycarbonyl)(methyl)amino)propanamido)-6-oxodecahydropyrrolo[1,2-a][1,5]diazocine-8-carboxylic acid